1H-benzo[d]imidazole-6-carboxylate hydrochloride Cl.N1C=NC2=C1C=C(C=C2)C(=O)O